Mercaptopentan SCCCCC